ClC=1C=C(C=CC1C(=O)N1CCN(CC1)C(=O)[C@H]1NC[C@@H](C1)O)NC(=O)C=1N(C(=CN1)C=1C(=NN(C1)C1=NC=C(C=C1)[N+](=O)[O-])C(F)(F)F)C N-(3-chloro-4-(4-((2s,4r)-4-hydroxypyrrolidine-2-carbonyl)piperazine-1-carbonyl)phenyl)-1-methyl-5-(1-(5-nitropyridin-2-yl)-3-(trifluoromethyl)-pyrazol-4-yl)-imidazole-2-carboxamide